FC1=CC=C(C=C1)C=1C(C(=CN(C1C)C)C(=O)NC1=CC=C(C=C1)OC1=CC=NC2=CC=C(N=C12)OC)=O 5-(4-fluorophenyl)-N-[4-[(6-methoxy-1,5-naphthyridin-4-yl)oxy]phenyl]-1,6-dimethyl-4-oxopyridine-3-carboxamide